tert-butyl (1S,4S)-5-[8-[3-chloro-4-(difluoromethoxy)-2-fluoro-anilino]-7-cyano-1,5-naphthyridin-2-yl]-2,5-diazabicyclo[2.2.1]heptane-2-carboxylate ClC=1C(=C(NC=2C(=CN=C3C=CC(=NC23)N2[C@@H]3CN([C@H](C2)C3)C(=O)OC(C)(C)C)C#N)C=CC1OC(F)F)F